9,9'-bis([1,1'-biphenyl]-2-yl)-9H,9'H-3,3'-bicarbazole C1(=C(C=CC=C1)N1C2=CC=CC=C2C=2C=C(C=CC12)C=1C=CC=2N(C3=CC=CC=C3C2C1)C1=C(C=CC=C1)C1=CC=CC=C1)C1=CC=CC=C1